N-(2-(6-(2-chloro-4-fluorophenylamino)-2-(methylsulfonyl)pyrimidin-4-ylamino)ethyl)-2-methoxynicotinamide ClC1=C(C=CC(=C1)F)NC1=CC(=NC(=N1)S(=O)(=O)C)NCCNC(C1=C(N=CC=C1)OC)=O